(diphenyltriazinyl)(dibenzoselenophenyl)(dimethylfluorenyl)benzene Methyl-{[4-(2,6-dimethoxyphenyl)-5-(5-methylfuran-2-yl)-4H-1,2,4-triazol-3-yl]sulfanyl}(phenyl)acetate COC(C(C1=CC=CC=C1)SC1=NN=C(N1C1=C(C=CC=C1OC)OC)C=1OC(=CC1)C)=O.C1(=CC=CC=C1)C1=C(C(=NN=N1)C=1C(=C(C=CC1)C1=C(C(=CC=2C3=CC=CC=C3CC12)C)C)C1=CC=CC=2[Se]C3=C(C21)C=CC=C3)C3=CC=CC=C3